ClC1=C(C(=O)N[C@H](C(=O)O)CNC(=O)N[C@@H]2CCC3=CC=CC=C23)C(=CC(=C1)C(N[C@H](C)C1=CC=CC=C1)=O)Cl (S)-2-(2,6-dichloro-4-((R)-1-phenylethylcarbamoyl)benzamido)-3-(3-((R)-2,3-dihydro-1H-inden-1-yl)ureido)propanoic acid